C(C)(C)(C)OC(=O)N1[C@H](C[C@H](C1)C(N)=O)C1=C(C(=CC=C1OCOC)Cl)Cl (2R,4R)-4-carbamoyl-2-[2,3-dichloro-6-(methoxymethoxy)phenyl]pyrrolidine-1-carboxylic acid tert-butyl ester